C(C1=CC=CC=C1)OCC=CC1=C(N=NN1C)C1=CC=C(C(=N1)C)O[C@@H]1C[C@H](CCC1)C(=O)OC Methyl (1S,3S)-3-((6-(5-(3-(benzyloxy)prop-1-en-1-yl)-1-methyl-1H-1,2,3-triazol-4-yl)-2-methylpyridin-3-yl)oxy)cyclohexane-1-carboxylate